FC=1C(=NC=C(C1C1=CC=C2C(=NNC2=C1F)C=1NC=C(N1)CO)F)NS(=O)(=O)C=1C(=NC=C(C1)F)OC N-(3,5-difluoro-4-(7-fluoro-3-(4-(hydroxymethyl)-1H-imidazol-2-yl)-1H-indazol-6-yl)pyridin-2-yl)-5-fluoro-2-methoxypyridine-3-sulfonamide